CC(C)C1=CN=C(S1)C=1C=C(C(=O)O)C=C(C1)OC[C@@H]1COCC1 3-[5-(Propan-2-yl)-1,3-thiazol-2-yl]-5-[(3S)-tetrahydrofuran-3-ylmethoxy]benzoic acid